(R)-3-[(benzodioxol-4-yl)oxy]-N,N-dimethyl-3-(4-fluorophenyl)propylamine oxalate C(C(=O)O)(=O)O.O1COC2=C1C=CC=C2O[C@H](CCN(C)C)C2=CC=C(C=C2)F